O1C(=C(C=C1)C(=O)[O-])C(=O)[O-] furane-dicarboxylate